FC1=C(C=C2CN(C(C2=C1)=O)C1C(NC(CC1)=O)=O)CN1CCN(CC1)CC1=C(C=CC=C1)C1=CC=C(C=C1)F 3-(6-fluoro-5-((4-((4'-fluoro-[1,1'-biphenyl]-2-yl)methyl)piperazin-1-yl)methyl)-1-oxoisoindolin-2-yl)piperidine-2,6-dione